2-(2-isopropylphenyl)-N-(4-methoxyphenyl)-N-methyl-1-(7-azaspiro[3.5]nonan-2-yl)piperidin-4-amine C(C)(C)C1=C(C=CC=C1)C1N(CCC(C1)N(C)C1=CC=C(C=C1)OC)C1CC2(C1)CCNCC2